(1R,2R)-1,2-dimethoxy-1,2-diphenylethane CO[C@@H]([C@@H](C1=CC=CC=C1)OC)C1=CC=CC=C1